FC(C=1SC(=C(N1)C)C1=NC(=NC=C1F)NC1CCN(CC1)S(=O)(=O)C)F 4-(2-(difluoromethyl)-4-methylthiazol-5-yl)-5-fluoro-N-(1-(methylsulfonyl)piperidin-4-yl)pyrimidin-2-amine